4-(3-Chloro-2-fluoro-6-methoxyphenyl)-N-(5-(1,1-difluoro-2-((7S,8aS)-7-hydroxyhexahydropyrrolo[1,2-a]pyrazin-2(1H)-yl)-2-oxoethyl)-1,3,4-thiadiazol-2-yl)-6-methylnicotinamide ClC=1C(=C(C(=CC1)OC)C1=CC(=NC=C1C(=O)NC=1SC(=NN1)C(C(=O)N1C[C@H]2N(CC1)C[C@H](C2)O)(F)F)C)F